5-(((trans-3-(3-cyclopropyl-4-(5-morpholinoquinoxalin-2-yl)-1H-pyrazol-1-yl)cyclobutyl)methyl)amino)-2-(2,6-dioxopiperidin-3-yl)isoindoline-1,3-dione C1(CC1)C1=NN(C=C1C1=NC2=CC=CC(=C2N=C1)N1CCOCC1)[C@@H]1C[C@H](C1)CNC=1C=C2C(N(C(C2=CC1)=O)C1C(NC(CC1)=O)=O)=O